B(Br)(Br)Br boric acid tribromide